5,5-dimethyl-3-nitro-6,7-dihydropyrazolo[1,5-a]pyridin-4-one CC1(C(C=2N(CC1)N=CC2[N+](=O)[O-])=O)C